5-(3-(ethylsulfonyl)-6-(1H-1,2,4-triazol-1-yl)pyridin-2-yl)-2-(trifluoromethyl)pyrazolo[1,5-a]pyrimidine C(C)S(=O)(=O)C=1C(=NC(=CC1)N1N=CN=C1)C1=NC=2N(C=C1)N=C(C2)C(F)(F)F